2-((4-(3,4-dichlorophenyl)-5-isobutylthiazol-2-ylamino)methyl)-6-(dimethylamino)hexanoic acid ClC=1C=C(C=CC1Cl)C=1N=C(SC1CC(C)C)NCC(C(=O)O)CCCCN(C)C